C(#N)CC1(CN(C1)C1=NC=C(C=C1F)C1=NN(C2=CC=C(C=C12)O[C@H](C)C1=C(C=NC=C1Cl)Cl)C1OCCCC1)NC(OC(C)(C)C)=O tert-butyl N-[3-(cyanomethyl)-1-[5-[5-[(1R)-1-(3,5-dichloro-4-pyridyl)ethoxy]-1-tetrahydropyran-2-yl-indazol-3-yl]-3-fluoro-2-pyridyl]azetidin-3-yl]carbamate